N1(CCNCCNCCNCCNCC1)CC1(C(=O)O)CC=CC=C1 1-[(1,4,7,10,13-pentaazacyclopentadec-1-yl)methyl]benzoic acid